2-Ethyl hexyl ether C(CCCCC)OCC